C(C)(C)(C)OC(=O)N1CCC(CC1)OS(=O)(=O)C1=C(C=CC=C1)[N+](=O)[O-] 4-(((2-nitrophenyl)sulfonyl)oxy)piperidine-1-carboxylic acid tert-butyl ester